N-[3-Fluoro-4-(trifluoromethoxy)phenyl]-2-[4-([1,2,4]triazolo[1,5-a]pyridin-7-yl)pyrazol-1-yl]acetamide FC=1C=C(C=CC1OC(F)(F)F)NC(CN1N=CC(=C1)C1=CC=2N(C=C1)N=CN2)=O